(3E)-4-{4-[(6S)-2,3,6,9-tetramethyl-6H-thieno[3,2-f][1,2,4]triazolo[4,3-a][1,4]diazepin-4-yl]phenyl}-3-butenoic acid CC1=C(C=2C(=N[C@H](C=3N(C2S1)C(=NN3)C)C)C3=CC=C(C=C3)/C=C/CC(=O)O)C